1-(3-bromophenyl)-1H-1,2,4-triazole BrC=1C=C(C=CC1)N1N=CN=C1